(±)-2-(((tert-butyldimethylsilyl)oxy)methyl)-5-oxopiperidine-1-carboxylic acid benzyl ester C(C1=CC=CC=C1)OC(=O)N1[C@H](CCC(C1)=O)CO[Si](C)(C)C(C)(C)C |r|